FC=1C=C(C=CC1)NC(C1=CC(=CC=C1)NC1=NC=C(C=C1)C1=CC(=CC=C1)F)=O N-(3-fluorophenyl)-3-{[5-(3-fluorophenyl)pyridin-2-yl]amino}benzamide